1-nonene-6,9-dicarboxylic acid C=CCCCC(CCCC(=O)O)C(=O)O